tert-butyl (tert-butoxycarbonyl)(5-((R)-2-((S)-6,8-dichloro-1-methyl-1,2,3,4-tetrahydroisoquinoline-2-carbonyl)morpholino)-1,7-naphthyridin-2-yl)carbamate C(C)(C)(C)OC(=O)N(C(OC(C)(C)C)=O)C1=NC2=CN=CC(=C2C=C1)N1C[C@@H](OCC1)C(=O)N1[C@H](C2=C(C=C(C=C2CC1)Cl)Cl)C